1,3,4-heptanetriol C(CC(C(CCC)O)O)O